(1-(cyclopropylsulfonyl)-1H-pyrazol-4-yl)-N-(4-(4-fluoropiperidin-1-yl)-5-((1-methyl-1H-pyrazol-4-yl)ethynyl)pyridin-2-yl)pyrimidin-4-amine C1(CC1)S(=O)(=O)N1N=CC(=C1)C1=NC=CC(=N1)NC1=NC=C(C(=C1)N1CCC(CC1)F)C#CC=1C=NN(C1)C